6-((1-(4-(2-(2-aminopyridin-3-yl)-3H-imidazo[4,5-b]pyridin-3-yl)benzyl)piperidin-4-yl)amino)pyridazine-4-carbonitrile NC1=NC=CC=C1C1=NC=2C(=NC=CC2)N1C1=CC=C(CN2CCC(CC2)NC2=CC(=CN=N2)C#N)C=C1